N1(CCC1)C1=NC=C(C=N1)CN1N=CC(=N1)C(=O)O 2-((2-(Azetidin-1-yl)pyrimidin-5-yl)methyl)-2H-1,2,3-triazole-4-carboxylic acid